(3-hydroxy-5-oxocyclopent-1-en-1-yl)-methyl heptanoate C(CCCCCC)(=O)OCC1=CC(CC1=O)O